FC1=C2C(=C(CC2=CC=C1)C)CC1=CC=C(C=C1)SC 4-fluoro-2-methyl-3-(4-methylthiobenzyl)-1H-indene